5-tert-Butyl-[1,2,4]oxadiazole-3-carboxylic acid {(S)-8-[2-(1,3,5-trimethyl-1H-pyrazol-4-yl)-3H-imidazo[4,5-b]pyridin-7-yl]-2,3,4,5-tetrahydro-benzo[b]oxepin-5-yl}-amide CN1N=C(C(=C1C)C1=NC=2C(=NC=CC2C=2C=CC3=C(OCCC[C@@H]3NC(=O)C3=NOC(=N3)C(C)(C)C)C2)N1)C